Isopropyl (3-(5-bromothiazol-2-yl)bicyclo[3.2.1]oct-8-yl)carbamate BrC1=CN=C(S1)C1CC2CCC(C1)C2NC(OC(C)C)=O